ClC=1C(=NC(=NC1)NC1=CC(=C(C=C1OC(C)C)C1CCN(CC1)CC1=CC=C(C=N1)N1C(NC(CC1)=O)=O)C)NC1=C(C=CC=C1)S(=O)(=O)C(C)C 1-(6-((4-(4-((5-chloro-4-((2-(isopropylsulfonyl)phenyl)amino)pyrimidin-2-yl)amino)-5-isopropoxy-2-methylphenyl)piperidin-1-yl)methyl)pyridin-3-yl)dihydropyrimidine-2,4(1H,3H)-dione